6-chloro-4-(2-fluorobenzyl)-1-methyl-1H-imidazo[4,5-c]pyridine ClC1=CC2=C(C(=N1)CC1=C(C=CC=C1)F)N=CN2C